1-(3-fluoro-4-{4-[2-(3-fluoroazetidin-1-yl)acetamido]-1H-1,2,3-triazol-1-yl}butyl)-N-{[2-fluoro-5-(trifluoromethoxy)phenyl]methyl}-1H-1,2,3-triazole-4-carboxamide FC(CCN1N=NC(=C1)C(=O)NCC1=C(C=CC(=C1)OC(F)(F)F)F)CN1N=NC(=C1)NC(CN1CC(C1)F)=O